4-(3-methyl-pentenyl)-3-cyclohexene-carbaldehyde CC(C=CC1=CCC(CC1)C=O)CC